L-leucine-2-13C CC(C)C[13C@@H](C(=O)O)N